6-(2-hydroxy-2-methylpropoxy)-4-(6-(piperazin-1-yl)pyridin-3-yl)pyrazolo[1,5-a]pyridine-3-carbonitrile bisTFA salt OC(=O)C(F)(F)F.OC(=O)C(F)(F)F.OC(COC=1C=C(C=2N(C1)N=CC2C#N)C=2C=NC(=CC2)N2CCNCC2)(C)C